S-trityl-cysteine tert-octyl amide HCl Cl.C(C)(C)(CC(C)(C)C)NC([C@@H](N)CSC(C1=CC=CC=C1)(C1=CC=CC=C1)C1=CC=CC=C1)=O